tert-butyl 4-(5-methoxy-3-methyl-2-oxo-1H-benzimidazol-4-yl)-3,6-dihydro-2H-pyridine-1-carboxylate COC1=C(C2=C(NC(N2C)=O)C=C1)C=1CCN(CC1)C(=O)OC(C)(C)C